C(C1=CC=CC=C1)N(C)C=1C(=NN2C1N=CC=C2C=2C=NNC2)C(=O)NC2=CC(=CC=C2)C#N (benzyl-(methyl)amino)-N-(3-cyanophenyl)-7-(1H-pyrazol-4-yl)pyrazolo[1,5-a]pyrimidine-2-carboxamide